9-(4-(trifluoromethyl)phenyl)-1H-xantheno[2,1,9-def]isoquinoline-1,3(2H)-dione FC(C1=CC=C(C=C1)C1=CC=C2OC=3C=CC=4C(NC(C5=CC=C(C3C45)C2=C1)=O)=O)(F)F